1,4-bis(3-amino-α,α-bis-trifluoromethylbenzyl)benzene NC=1C=C(C(C(F)(F)F)(C(F)(F)F)C2=CC=C(C=C2)C(C2=CC(=CC=C2)N)(C(F)(F)F)C(F)(F)F)C=CC1